CC1=CC=[O+]C=C1 4-methyl-pyrylium